1-[5-fluoro-2-(4-methylpiperazin-1-yl)pyrimidin-4-yl]-N-(2-{6-methylimidazo[1,2-a]pyridin-3-yl}propan-2-yl)azetidine-3-carboxamide FC=1C(=NC(=NC1)N1CCN(CC1)C)N1CC(C1)C(=O)NC(C)(C)C1=CN=C2N1C=C(C=C2)C